9-[4-(cyclohexyloxy)phenyl]-3,4,6,7,8,9-hexahydropyrido[2,1-c][1,2,4]thiadiazine 2,2-dioxide C1(CCCCC1)OC1=CC=C(C=C1)C1CCCN2C1=NS(CC2)(=O)=O